N-(3-fluoro-4-methoxybenzyl)-4-(5-methyl-2-((1-methyl-1H-pyrazol-5-yl)amino)pyrimidin-4-yl)oxazole-2-carboxamide FC=1C=C(CNC(=O)C=2OC=C(N2)C2=NC(=NC=C2C)NC2=CC=NN2C)C=CC1OC